ClC=1N=C2C3=C(N=C(C(=C3C1F)C)C)N1C(C(O2)COCOC)C2CCC(C1)N2C(=O)OC(C)(C)C tert-butyl 2-chloro-1-fluoro-5-((methoxymethoxy)methyl)-13,14-dimethyl-5a,6,7,8,9,10-hexahydro-5H-6,9-epiminoazepino[2',1':3,4][1,4]oxazepino[5,6,7-ij][2,7]naphthyridine-15-carboxylate